(1S,1'S)-(-)-(2,7-di-tert-butyl-9,9-dimethyl-9H-xanthen-4,5-diyl)bis((1-naphthyl)(phenyl)phosphine) C(C)(C)(C)C1=CC=2C(C3=CC(=CC(=C3OC2C(=C1)P(C1=CC=CC=C1)C1=CC=CC2=CC=CC=C12)P(C1=CC=CC=C1)C1=CC=CC2=CC=CC=C12)C(C)(C)C)(C)C